4-bromobenzyl-morpholine BrC1=CC=C(CN2CCOCC2)C=C1